C(C1=CC=CC=C1)(=O)OCC(COC(C1=CC=CC=C1)=O)CCCC 2-butyl-1,3-propylene glycol dibenzoate